(R,E)-2-cyano-N-(1-(3,4-dimethoxyphenyl)ethyl)-3-(5-(3-methoxyphenyl)-1H-pyrrolo[2,3-b]pyridin-3-yl)acrylamide C(#N)/C(/C(=O)N[C@H](C)C1=CC(=C(C=C1)OC)OC)=C\C1=CNC2=NC=C(C=C21)C2=CC(=CC=C2)OC